ClC1=C2C(=C(N=N1)NCC1OCCC1)C=CN=C2 4-chloro-N-((tetrahydrofuran-2-yl)methyl)pyrido[4,3-d]pyridazin-1-amine